FC1(CCN(CC1)C1=CC=C(C=C1)NC1=CC=C(CN2CC=C(C=C2)F)C=C1)F 1-(4-((4-(4,4-Difluoropiperidin-1-yl)phenyl)amino)benzyl)-4-fluoropyridin